dipalmitoyl-S-glyceryl-cysteine C(CCCCCCCCCCCCCCC)(=O)N([C@@H](CSCC(O)CO)C(=O)O)C(CCCCCCCCCCCCCCC)=O